(P)-1-(6-(3-fluoro-4-(6-hydroxy-1-naphthalenyl)-7,7-dimethyl-7,8-dihydro-5H-pyrano[4,3-b]pyridin-2-yl)-2,6-diazaspiro[3.4]octan-2-yl)-2-propen-1-one FC=1C(=C2C(=NC1N1CC3(CN(C3)C(C=C)=O)CC1)CC(OC2)(C)C)C2=CC=CC1=CC(=CC=C21)O